OC[C@@H]1CC[C@H](CC1)C(=O)N(C[C@@H]1CC[C@H](CC1)C1=NC(=C(C=C1)OC)C)C1=NC=CC(=C1)C=1C=NN(C1)C(C)C trans-4-(Hydroxymethyl)-N-(4-(1-isopropyl-1H-pyrazol-4-yl)pyridin-2-yl)-N-((trans-4-(5-methoxy-6-methylpyridin-2-yl)cyclohexyl)methyl)cyclohexanecarboxamide